borabicyclo(3.3.1)nonane B12CCCC(CCC1)C2